[1,3]dioxazole-4-carbonitrile O1NOC(=C1)C#N